FC1CC(N(C1)C(CC=1C=2N(C=CC1)C(NN2)=O)=O)C(=O)NC(C2=CC=CC=C2)C2=CC(=C(C=C2)C(C)C)F 4-fluoro-N-{[3-fluoro-4-(propan-2-yl)phenyl](phenyl)methyl}-1-(2-{3-oxo-2H,3H-[1,2,4]triazolo[4,3-a]pyridin-8-yl}acetyl)pyrrolidine-2-carboxamide